N[C@H]1[C@@H](CCCC1)NC(OC(C)(C)C)=O |o1:1,2| tert-butyl ((1R*,2R*)-2-aminocyclohexyl)carbamate